C(CCCCCCC\C=C\C\C=C\CCC)(=O)OCC (9E,12E)-ethyl hexadeca-9,12-dienoate